Cl.C1(=CC=C2C=CC3=CC=CC4=CC=C1C2=C34)N 1-pyrenamine HCl